C(C)(=O)N(C1=C(C=C(C=C1)C1=CC=C(C=N1)NC(CCC=1C(=NC=CC1)F)=O)Cl)CC1CC1 N-[6-[4-[acetyl(cyclopropylmethyl)amino]-3-chloro-phenyl]-3-pyridyl]-3-(2-fluoro-3-pyridyl)propanamide